C(C)C1CNC(C2=CC=C(C=C12)C=1C(=NN(C1)C=1C=C(C=CC1)NC(C=C)=O)[N+](=O)[O-])=O N-(3-(4-(4-ethyl-1-oxo-1,2,3,4-tetrahydroisoquinolin-6-yl)-3-nitro-1H-pyrazol-1-yl)phenyl)acrylamide